3,4,4'-triisopropyl-Biphenyl C(C)(C)C=1C=C(C=CC1C(C)C)C1=CC=C(C=C1)C(C)C